Dimethyl 3-[4-(7-([2-(trimethylsilyl)ethoxy]methyl)-7H-pyrrolo[2,3-d]pyrimidin-4-yl)-1H-pyrazol-1-yl]pentanedioate C[Si](CCOCN1C=CC2=C1N=CN=C2C=2C=NN(C2)C(CC(=O)OC)CC(=O)OC)(C)C